((1R,3R)-3-(3-chloro-4-cyanophenoxy)-2,2,4,4-tetramethylcyclobutyl)(deuteromethyl)carbamic acid ClC=1C=C(OC2C(C(C2(C)C)N(C(O)=O)C[2H])(C)C)C=CC1C#N